ClC1=C(C=CC(=C1)Cl)C=1N=C(NC1)CC1=CC2=CC=CC=C2C=C1 4-(2,4-dichlorophenyl)-2-(2-naphthylmethyl)imidazole